NCCCC1CCCC1 3-amino-1-cyclopentylpropan